cis,cis-N1,N3,N5-Tris(3-(didodecylamino)propyl)-1,3,5-trimethylcyclohexane-1,3,5-tricarboxamide C(CCCCCCCCCCC)N(CCCNC(=O)C1(CC(CC(C1)(C(=O)NCCCN(CCCCCCCCCCCC)CCCCCCCCCCCC)C)(C(=O)NCCCN(CCCCCCCCCCCC)CCCCCCCCCCCC)C)C)CCCCCCCCCCCC